FC1(CCN(CC1)C1=C(C=CC(=C1)[N+](=O)[O-])C1=NC=CC=C1)F 2-(2-(4,4-difluoropiperidin-1-yl)-4-nitrophenyl)pyridine